C[C@]1(OC=C(C(C1)=O)C(=O)OCC)C(F)(F)F ethyl (2R)-2-methyl-4-oxo-2-(trifluoromethyl)-3H-pyran-5-carboxylate